6-(3,5-dimethoxyphenyl)-N2-(3-phenylpropyl)-1,8-naphthyridine-2,7-diamine COC=1C=C(C=C(C1)OC)C=1C=C2C=CC(=NC2=NC1N)NCCCC1=CC=CC=C1